cyclopentoxyethoxyethyl α-methallyloxymethylacrylate C(C(C)=C)OCC(C(=O)OCCOCCOC1CCCC1)=C